ClC1=NC=C(C=N1)\C=N\O (E)-N-[(2-chloropyrimidin-5-yl)methylidene]hydroxylamine